ClC1=C(C(=CC=C1)Cl)N1N=C(C(=C1)NC1=NC=C(C=N1)C(=O)N1CCCC1)C(=O)N 1-(2,6-dichlorophenyl)-4-((5-(pyrrolidine-1-carbonyl)pyrimidin-2-yl)amino)-1H-pyrazole-3-carboxamide